C(C)(C)(C)OC(=O)N1C=2N(CCC1)N=CC2B(O)O (4-(tert-Butoxycarbonyl)-4,5,6,7-tetrahydropyrazolo[1,5-a]pyrimidin-3-yl)boronic acid